(3-fluoro-5-(trifluoromethyl)pyridin-2-yl)ethan-1-ol FC=1C(=NC=C(C1)C(F)(F)F)C(C)O